L-Lyxopyranose OC1[C@H](O)[C@H](O)[C@@H](O)CO1